CC(=C)CCC(=C)C 2,5-dimethylhexa-1,5-diene